CN(CCOC=1C2=C(SC1C(=O)O)C=CC=C2)C 3-(2-(dimethylamino)ethoxy)benzo[b]thiophene-2-carboxylic acid